2-(((2-(4-(2-hydroxyethyl)piperazin-1-yl)ethyl)amino)methylene)-5-(4-(2-methyl-2H-tetrazol-5-yl)phenyl)cyclohexane-1,3-dione OCCN1CCN(CC1)CCNC=C1C(CC(CC1=O)C1=CC=C(C=C1)C=1N=NN(N1)C)=O